COC1=C(C=CC=C1)C(O)(C=1NC2=CC=CC=C2C1C1=CC=CC=C1)C1=CC2=CC=CC=C2C=C1 (2-methoxyphenyl)(naphthalen-2-yl)(3-phenyl-1H-indol-2-yl)methanol